C(C1=CC=CC=C1)OC(=O)NC1CCN(CC1)C1=CC=C(C=C1)/C=C/C(=O)OC(C)(C)C tert-Butyl (E)-3-(4-(4-(((Benzyloxy)carbonyl)amino)piperidin-1-yl)phenyl)acrylate